O1[C@@H](C1)C1=C2C=CC(NC2=C(C=C1)OCC1=CC=CC=C1)=O 5-(2R)-2-oxiranyl-8-benzyloxy-2(1H)-quinolinone